Lauryl Heptatriacontanoate C(CCCCCCCCCCCCCCCCCCCCCCCCCCCCCCCCCCCC)(=O)OCCCCCCCCCCCC